C(#N)C1=CC(=C(OCC2=C(C=CC(=N2)C2=C[C@@H](N(C2)C(=O)OC(C)(C)C)C(=O)OC)F)C=C1)F 1-(tert-Butyl) 2-methyl (R)-4-(6-((4-cyano-2-fluorophenoxy)methyl)-5-fluoropyridin-2-yl)-2,5-dihydro-1H-pyrrole-1,2-dicarboxylate